ClC1=NC2=CC=C(C=C2C=C1)OCC(C(=O)OC(C)(C)C)O tert-butyl 3-((2-chloroquinolin-6-yl) oxy)-2-hydroxypropionate